5-amino-3-(4-((5-fluoro-2-methoxybenzamido)methyl)-2-oxo-2,3-dihydrobenzo[d]oxazol-7-yl)-1-(1,1,1-trifluoropropan-2-yl)-1H-pyrazole-4-carboxamide NC1=C(C(=NN1C(C(F)(F)F)C)C1=CC=C(C=2NC(OC21)=O)CNC(C2=C(C=CC(=C2)F)OC)=O)C(=O)N